C1(CC1)C=1C=CC2=C(N(C(N2)=O)C2CCNCC2)C1 6-cyclopropyl-1-(piperidin-4-yl)-1H-benzo[d]imidazol-2(3H)-one